NC(C(C(CCCCNC(OCC1=CC=CC=C1)=O)NC(=O)[C@H]1N(C[C@H](C1)N1N=NC=C1C(C)(C)O)C([C@@H](CC1CCCCC1)NC(C1=CN=CC=C1)=O)=O)=O)=O benzyl (7-amino-5-((2S,4S)-1-((R)-3-cyclohexyl-2-(nicotinamido)propanoyl)-4-(5-(2-hydroxypropan-2-yl)-1H-1,2,3-triazol-1-yl)pyrrolidine-2-carboxamido)-6,7-dioxoheptyl)carbamate